BrCC1=NC2=CC=C(C=C2N=C1CBr)Cl 2,3-bis(bromomethyl)-6-chloroquinoxaline